COC(C(C)(C)C1=CC=C(C=C1)COC1=CC=C(C=C1)CC(=O)N)=O 2-(4-((4-(2-amino-2-oxoethyl)phenoxy)methyl)phenyl)-2-methylpropanoic acid methyl ester